11-hydroxyoctadeca-13,16-dienoic acid OC(CCCCCCCCCC(=O)O)CC=CCC=CC